2-(1-ethylpiperidin-4-yl)-1-(2-(3'-methoxy-[1,1'-biphenyl]-4-yl)morpholino)ethan-1-one C(C)N1CCC(CC1)CC(=O)N1CC(OCC1)C1=CC=C(C=C1)C1=CC(=CC=C1)OC